4-[4-(1,3-Benzoxazol-2-yl)azepan-1-yl]-1,6-dimethyl-2-oxo-1,2-dihydroquinoline-3-carboxamide O1C(=NC2=C1C=CC=C2)C2CCN(CCC2)C2=C(C(N(C1=CC=C(C=C21)C)C)=O)C(=O)N